3-bromo-2-methyl-4-(methylthio)benzoic acid BrC=1C(=C(C(=O)O)C=CC1SC)C